C(C1=CC=CC=C1)N1CC=2C=CN3C(C2CC1)=NC=C3 8-benzyl-7,8,9,10-tetrahydroimidazo[2,1-a][2,6]naphthyridine